FC(C)(F)[C@]1(COCC2=C1NC(C1=C2C=C(S1)C=1C=NNC1)=O)O (S)-4-(1,1-difluoroethyl)-4-hydroxy-8-(1H-pyrazol-4-yl)-1,3,4,5-tetrahydro-6H-pyrano[4,3-b]thieno[3,2-d]pyridin-6-one